(Z)-1-(5-fluoro-2-methylphenyl)-N-hydroxycyclopropane-1-carboximidamide FC=1C=CC(=C(C1)C1(CC1)/C(/NO)=N/[H])C